(R)-2,2-dimethyl-6-(2-phenylbut-3-yn-1-yl)-4H-1,3-dioxin-4-one CC1(OC(=CC(O1)=O)C[C@H](C#C)C1=CC=CC=C1)C